CC=1N=C(SC1C1=NC(=NC=C1)NC)NC(=O)NC1=CC(=CC=C1)SC 1-(4-methyl-5-(2-(methylamino)-pyrimidin-4-yl)thiazol-2-yl)-3-(3-(methylthio)phenyl)urea